(R)-1-(2-chloropyridin-3-yl)ethyl (4-(5-acetamidopyridin-2-yl)-1-methyl-1H-1,2,3-triazol-5-yl)carbamate C(C)(=O)NC=1C=CC(=NC1)C=1N=NN(C1NC(O[C@H](C)C=1C(=NC=CC1)Cl)=O)C